(S)-(3-(3-acetoxy-2,2-dimethylpropyl)-2-(5-(4-cyclopropylpiperazin-1-yl-2,2,3,3,5,5,6,6-d8)-2-(1-methoxyethyl)pyridin-3-yl)-1-(2,2,2-trifluoroethyl)-1H-Indol-5-yl)boronic acid C(C)(=O)OCC(CC1=C(N(C2=CC=C(C=C12)B(O)O)CC(F)(F)F)C=1C(=NC=C(C1)N1C(C(N(C(C1([2H])[2H])([2H])[2H])C1CC1)([2H])[2H])([2H])[2H])[C@H](C)OC)(C)C